5-[(pyridin-3-ylmethyl)amino]isophthalate N1=CC(=CC=C1)CNC=1C=C(C=C(C(=O)[O-])C1)C(=O)[O-]